4-(morpholinomethyl)phenylboronic acid O1CCN(CC1)CC1=CC=C(C=C1)B(O)O